FC1(CC(CCC1)C1=NOC(=N1)N1CC2=C(CC1)N=C(S2)NC(=O)NCC(C)(C)O)F N-{5-[3-(3,3-difluorocyclohexyl)-1,2,4-oxadiazol-5-yl]-4,5,6,7-tetrahydro[1,3]thiazolo[5,4-c]pyridin-2-yl}-N'-(2-hydroxy-2-methylpropyl)urea